methyl-5-[4-(methylamino)-5H,6H,7H,8H-pyrido[3,4-d]pyrimidine-7-carbonyl]-N-(1-methylcyclopropyl)furo[2,3-d]pyrimidin-4-amine CC=1N=C(C2=C(N1)OC=C2C(=O)N2CC=1N=CN=C(C1CC2)NC)NC2(CC2)C